dibenzyl[(3-methyl-4,5,6,7-tetrahydro-1H-indazol-5-yl)methyl]amine C(C1=CC=CC=C1)N(CC1CC=2C(=NNC2CC1)C)CC1=CC=CC=C1